4-((Trimethylsilyl)ethynyl)-3,6-dihydropyridine-1(2H)-carbaldehyde C[Si](C)(C)C#CC=1CCN(CC1)C=O